(R)-1-(3-((R)-1-aminoethyl)-2-fluorophenyl)-1,1-difluoropropan-2-ol N[C@H](C)C=1C(=C(C=CC1)C([C@@H](C)O)(F)F)F